C1(C(CCC1)(C(=O)O)C(=O)O)(C(=O)OC(=O)C1(C(CCC1)(C(=O)O)C(=O)O)C(=O)OC(=O)C1(C(CCC1)(C(=O)O)C(=O)O)C(=O)O)C(=O)O dicyclopentanetetracarboxylic acid dianhydride